6-fluoro-1-(2-methoxyethyl)-1H-benzo[d]Imidazole-5-carboxylic acid methyl ester COC(=O)C1=CC2=C(N(C=N2)CCOC)C=C1F